3-(t-butoxycarbonylamino)piperidine C(C)(C)(C)OC(=O)NC1CNCCC1